OC1=C(C=C(C=C1)C1OC(C2=C(C=CC=C2C1)O)=O)[O-] 2-hydroxy-5-(8-hydroxy-1-oxo-3,4-dihydro-1H-isochromen-3-yl)phenolate